C[C@@H]1C=2N(CCN1S(=O)(=O)C)C(=NC2N2C(CCC2)=O)C2=NC(=NS2)C (R)-1-(8-Methyl-3-(3-methyl-1,2,4-thiadiazol-5-yl)-7-(methylsulfonyl)-5,6,7,8-Tetrahydroimidazo[1,5-a]pyrazin-1-yl)pyrrolidin-2-one